2-deoxy-β-D-glucose O[C@H]1C[C@@H](O)[C@H](O)[C@H](O1)CO